N[C@H](C)C1(CCN(CC1)C=1C(=NC(=C(N1)C)C1=C(C(=NC=C1)Cl)Cl)CO)C (R)-(3-(4-(1-aminoethyl)-4-methylpiperidin-1-yl)-6-(2,3-dichloropyridin-4-yl)-5-methylpyrazin-2-yl)methanol